6-bromobenzo[b]thiophene-2-carboxylic acid ethyl ester C(C)OC(=O)C1=CC2=C(S1)C=C(C=C2)Br